4-(4-((1R,5S)-3,8-diazabicyclo[3.2.1]octan-3-yl)-8-fluoro-2-(pyridin-2-ylmethoxy)pyrido[4,3-d]pyrimidin-7-yl)naphthalen-2-ol [C@H]12CN(C[C@H](CC1)N2)C=2C1=C(N=C(N2)OCC2=NC=CC=C2)C(=C(N=C1)C1=CC(=CC2=CC=CC=C12)O)F